Racemic-1-methyl-3-(7-((4-(methylsulfonyl)phenyl)amino)-2,6-naphthyridin-1-yl)cyclohex-2-en-1-ol C[C@@]1(C=C(CCC1)C1=NC=CC2=CN=C(C=C12)NC1=CC=C(C=C1)S(=O)(=O)C)O |r|